C[SiH](C1=CC=C(C=C1)C1=CC=C(C=C1)[Si](C)(C)C1=CC=C(C=C1)C1=CC=C(C=C1)[SiH](C)C)C bis(4'-(dimethylsilyl)-[1,1'-biphenyl]-4-yl)dimethylsilane